[(R)-[(3aR,4R,6R,6aR)-4-(4-chloropyrrolo[2,3-d]pyrimidin-7-yl)-2,2-dimethyl-3a,4,6,6a-tetrahydrofuro[3,4-d][1,3]dioxol-6-yl]-(4-bicyclo[4.2.0]octa-1(6),2,4-trienyl)methyl]benzoate ClC=1C2=C(N=CN1)N(C=C2)[C@@H]2O[C@@H]([C@H]1OC(O[C@H]12)(C)C)[C@@H](C=1C=CC=2CCC2C1)OC(C1=CC=CC=C1)=O